(S)-(2,2-Difluorocyclopropyl)(4-((5-(3-(2,2-difluoroethyl)-2-methyl-3H-imidazo[4,5-b]pyridin-5-yl)pyrrolo[2,1-f][1,2,4]triazin-2-yl)amino)piperidin-1-yl)methanone FC1([C@@H](C1)C(=O)N1CCC(CC1)NC1=NN2C(C=N1)=C(C=C2)C2=CC=C1C(=N2)N(C(=N1)C)CC(F)F)F